methyl (S)-3-hydroxy-2-methylpropionate OC[C@@H](C(=O)OC)C